FC1=CC=C(C=C1)C=1NC=2C(=NC=CC2)N1 2-(4-Fluorophenyl)imidazo[4,5-b]pyridin